1-(4-(benzo[d][1,3]dioxol-5-yl)-3-hydroxypiperidin-1-yl)propan-1-one O1COC2=C1C=CC(=C2)C2C(CN(CC2)C(CC)=O)O